C(C)OC1=NC2=C(C3=CC(=CC=C13)C(F)(F)F)C1=CC=C(C=C1C2(C)C)C2=CC=CC=C2 5-ethoxy-7,7-dimethyl-9-phenyl-2-(trifluoromethyl)-7H-indeno[2,1-C]isoquinoline